4-bromo-N-(3-(N-(tert-butyldimethylsilyl)-2-methylpropan-2-ylsulfonimidoyl)phenyl)-2-(6-azaspiro[2.5]octan-6-yl)benzamide BrC1=CC(=C(C(=O)NC2=CC(=CC=C2)S(=O)(=N[Si](C)(C)C(C)(C)C)C(C)(C)C)C=C1)N1CCC2(CC2)CC1